C1(CCC1)N1C=NC=2C1=NC(=CC2CN2CCCC2)C=2C=C1CN(C(C1=CC2)=O)C2C(NC(CC2)=O)=O 3-(5-(3-cyclobutyl-7-(pyrrolidin-1-ylmethyl)-3H-imidazo[4,5-b]pyridin-5-yl)-1-oxoisoindolin-2-yl)piperidine-2,6-dione